2-(2-(1-(Cyclopropylsulfonyl)-1H-pyrazol-4-yl)pyrimidin-4-yl)-5-(1-(2,2-difluoroethyl)-1H-pyrazol-3-yl)-N4-(((1r,3r)-3-((dimethylamino)methyl)cyclobutyl)methyl)pyridine-2,4-diamine C1(CC1)S(=O)(=O)N1N=CC(=C1)C1=NC=CC(=N1)C1(NC=C(C(=C1)NCC1CC(C1)CN(C)C)C1=NN(C=C1)CC(F)F)N